ClC1=C(C(=O)N2CCC(CC2)C(=O)NC[C@H]2CNCC2)C=CC(=C1)NC(=O)C=1N(C(=CN1)C1=C(C(=C(C=C1)OC(F)F)F)F)C 1-[2-chloro-4-[[5-[4-(difluoromethoxy)-2,3-difluoro-phenyl]-1-methyl-imidazole-2-carbonyl]amino]benzoyl]-N-[[(3R)-pyrrolidin-3-yl]methyl]piperidine-4-carboxamide